BrC1=CC=C2C(N(C(=NC2=C1)NN)COCC[Si](C)(C)C)=O 7-bromo-2-hydrazino-3-((2-(trimethylsilyl)ethoxy)methyl)-quinazolin-4(3H)-one